C(CCCCCCCCCC)=O undecan-1-one